2-(4-Chloro-2-fluorophenyl)-2-methyloxirane ClC1=CC(=C(C=C1)C1(OC1)C)F